2-[carboxymethyl-(methyl)amino]acetic acid C(=O)(O)CN(CC(=O)O)C